methyl 2-(methyl(6-(6-(methylcarbamoyl)pyridin-3-yl)-2,3-dihydrobenzofuran-3-yl)amino)-2-oxoacetate CN(C(C(=O)OC)=O)C1COC2=C1C=CC(=C2)C=2C=NC(=CC2)C(NC)=O